FC1(C[C@]12CN[C@H](C2)C(=O)O)F (3R,6R)-1,1-Difluoro-5-azaspiro[2.4]heptane-6-carboxylic acid